(tert-butyl)-5-(furan-2-ylmethoxy)pyrazolo[1,5-a]quinazoline C(C)(C)(C)C1=NN2C(N=C(C3=CC=CC=C23)OCC=2OC=CC2)=C1